CC1(CC1)C(=O)Cl 1-methylcyclopropaneformyl chloride